C(C)(=O)C1=CC=C(OC(C(=O)OC)CCOS(=O)(=O)C2=CC=C(C)C=C2)C=C1 methyl 2-(4-acetylphenoxy)-4-(tosyloxy)butanoate